(E)-6-cyclopropyl-5-(1-(4-(1-cyclopropyl-4-(trifluoromethyl)-1H-imidazol-2-yl)-2-(3-hydroxyprop-1-en-1-yl)benzyl)-1H-pyrazolo[3,4-d]pyrimidin-6-yl)pyrimidin-4-ol C1(CC1)C1=C(C(=NC=N1)O)C1=NC=C2C(=N1)N(N=C2)CC2=C(C=C(C=C2)C=2N(C=C(N2)C(F)(F)F)C2CC2)\C=C\CO